1-vinyl-4-[2-(4-vinylphenyl)ethyl]benzene C(=C)C1=CC=C(C=C1)CCC1=CC=C(C=C1)C=C